di(pentadecan-7-yl) 10-(2-hydroxyethyl)-4,7,13,16-tetraoxa-10-azanonadecane-dioate OCCN(CCOCCOCCC(=O)OC(CCCCCC)CCCCCCCC)CCOCCOCCC(=O)OC(CCCCCC)CCCCCCCC